CC1(N(CC[C@H](C1)CN1CCOCC1)C1=NN(C(=C1)C)C1CC2(CN(C2)C(=O)OC(C)(C)C)C1)C Tert-butyl (R)-6-(3-(2,2-dimethyl-4-(morpholinomethyl)piperidin-1-yl)-5-methyl-1H-pyrazol-1-yl)-2-azaspiro[3.3]heptane-2-carboxylate